BrC=1C=C2CC(C(C2=CC1)=O)(CC)CC 5-bromo-2,2-diethyl-2,3-dihydro-1H-inden-1-one